[O-]S(=O)(=O)C(F)(F)F.C(CCC)[N+]1(CCCC1)C 1-Butyl-1-methylpyrrolidinium triflat